7-(2-trifluoromethyl-benzyl)-2,4,5,7-tetrahydro-pyrazolo[3,4-d]pyrimidin-6-one FC(C1=C(CN2C(NCC=3C2=NNC3)=O)C=CC=C1)(F)F